COC=1C=CC=2C[C@@H]3[C@@H]4CCC([C@H]5[C@@]4(C2C1O5)CCN3C)=O.[Ag+2] silver (ii) Methyldihydromorphinone